FC=1C=NC(=NC1)C=1C(=NN(C1C)C)C=O (4-(5-fluoropyrimidin-2-yl)-1,5-dimethyl-1H-pyrazol-3-yl)methanone